NC(C1(CN(C1)C(=O)C1=C(C(=C(C=C1)F)F)NC1=C(C=C(C=C1)I)F)O)C1=CC=CC=C1 3-[amino(phenyl)methyl]-1-({3,4-difluoro-2-[(2-fluoro-4-iodophenyl)amino]phenyl}carbonyl)azetidin-3-ol